ClC1=C(C(=CC=2NC(=NC21)CC2=CC=C(C=C2)S(=O)(=O)CC)Cl)C2=C(C=CC=C2)OCCOC 4,6-dichloro-2-(4-(ethylsulfonyl)benzyl)-5-(2-(2-methoxyethoxy)phenyl)-1H-benzo[d]imidazole